2-(m-trifluoromethylanilino)-6-diethylaminofluorene FC(C=1C=C(NC2=CC=3CC4=CC=C(C=C4C3C=C2)N(CC)CC)C=CC1)(F)F